2-(3-fluoro-4-(2-(4-(methylsulfonyl)phenyl)furo[3,2-b]pyridin-7-yl)pyridin-2-yl)propan-2-ol FC=1C(=NC=CC1C1=C2C(=NC=C1)C=C(O2)C2=CC=C(C=C2)S(=O)(=O)C)C(C)(C)O